(5aR,5bS,7aS,10aS,10bR)-2-((3-hydroxyphenyl)amino)-5a,7a-dimethyl-4,5,5a,5b,6,7,7a,9,10,10a,10b,11,12,12a-tetradecahydro-8H-cyclopenta[7,8]phenanthro[2,1-d]thiazol-8-one OC=1C=C(C=CC1)NC=1SC2=C(N1)CC[C@@]1([C@H]3CC[C@]4([C@H]([C@@H]3CCC12)CCC4=O)C)C